NC1=NC=CC(=C1Cl)SC=1N=CC(=NC1)N1CCC2(CC1)CC=1C(=NC=CC1)[C@H]2N[S@](=O)C(C)(C)C (R)-N-((S)-1'-(5-((2-amino-3-chloropyridin-4-yl)thio)pyrazin-2-yl)-5,7-dihydrospiro[cyclopenta[b]pyridine-6,4'-piperidin]-7-yl)-2-methylpropane-2-sulfinamide